ClC=1C=C2CN(CC2=CC1NC1=NC=C(C(=N1)[Sn](C)(C)C)C(F)(F)F)C(C(F)(F)F)=O 1-(5-chloro-6-((5-(trifluoromethyl)-4-(trimethylstannyl)pyrimidin-2-yl)amino)isoindolin-2-yl)-2,2,2-trifluoroethan-1-one